(S)-1-(1,1-dioxido-2,3-dihydro-5H-benzo[e][1,4]oxathiepine-8-carbonyl)-N-(4-(4'-vinyl-[1,1'-biphenyl]-3-yl)thiazol-2-yl)azetidine-2-carboxamide O=S1(CCOCC2=C1C=C(C=C2)C(=O)N2[C@@H](CC2)C(=O)NC=2SC=C(N2)C=2C=C(C=CC2)C2=CC=C(C=C2)C=C)=O